1-(3-ethynylbenzyl)-5-(2-(methylsulfonyl)-6-(trifluoromethyl)pyrimidin-4-yl)pyridin-2(1H)-one C(#C)C=1C=C(CN2C(C=CC(=C2)C2=NC(=NC(=C2)C(F)(F)F)S(=O)(=O)C)=O)C=CC1